1-(4-CHLOROPYRIDIN-2-YL)-N-(6-ETHYL-1-METHYL-1H-INDAZOL-7-YL)-1H-PYRAZOLE-4-SULFONAMIDE ClC1=CC(=NC=C1)N1N=CC(=C1)S(=O)(=O)NC=1C(=CC=C2C=NN(C12)C)CC